CC1=C(CNS(=O)(=O)C2=CC=C(C=C2)OC)C(=CC(=C1)B1OC(C(O1)(C)C)(C)C)C N-(2,6-dimethyl-4-(4,4,5,5-tetramethyl-1,3,2-dioxaborolan-2-yl)benzyl)-4-methoxybenzenesulfonamide